FC(C=1C=C(C=CC1F)N1C=C(C=2[C@@H](C(CCC12)(F)F)O)S(=O)(=O)C(C#N)(F)F)F (S)-2-((1-(3-(difluoromethyl)-4-fluorophenyl)-5,5-difluoro-4-hydroxyl-4,5,6,7-tetrahydro-1H-indol-3-yl)sulfonyl)-2,2-difluoroacetonitrile